FC1=C(C=CC=C1F)[C@H]1N(CC[C@H](C1)NC)C(=O)N1CC2(CCCC2)[C@@H](CC1)CN1C=NC(=CC1=O)C1=C(C=CC=C1)F 3-(((R)-7-((2S,4R)-2-(2,3-Difluorophenyl)-4-(methylamino)piperidine-1-carbonyl)-7-azaspiro[4.5]decan-10-yl)methyl)-6-(2-fluorophenyl)pyrimidin-4(3H)-one